2-(3-iodopyrazolo[1,5-a]pyridin-6-yl)propan-2-amine IC=1C=NN2C1C=CC(=C2)C(C)(C)N